3-bromo-5-chloro-2-[4-(4-methyl-1,2,4-triazol-3-yl)piperidin-1-yl]benzonitrile BrC=1C(=C(C#N)C=C(C1)Cl)N1CCC(CC1)C1=NN=CN1C